(R)-N-(4-fluoro-5-((5-(3-methoxypyrrolidin-1-yl)pyrazin-2-yl)carbamoyl)-2-methylphenyl)-2-methylthiazole-5-carboxamide FC1=CC(=C(C=C1C(NC1=NC=C(N=C1)N1C[C@@H](CC1)OC)=O)NC(=O)C1=CN=C(S1)C)C